2,5-dimethyl-2,5-bis(t-butyl-peroxy)hexyne CC(C)(C#CC(C)(OOC(C)(C)C)C)OOC(C)(C)C